N-(3-chloro-5-(methylsulfonamido)phenyl)-4-(3,5-difluoropyridin-2-yl)-5-ethylthiophene-2-carboxamide ClC=1C=C(C=C(C1)NS(=O)(=O)C)NC(=O)C=1SC(=C(C1)C1=NC=C(C=C1F)F)CC